C(C(O)CO)C(C(=O)O)CCCCCCCCCCCCCCCC.C(CCCCCCCCCCCCCCCCC)(=O)O.OCC(O)CO GLYCERIN STEARATE (GLYCERYL-STEARATE)